selenophenyl-di(naphthalene-1-yl)phosphine selenate [Se](=O)(=O)(O)O.[Se]1C(=CC=C1)P(C1=CC=CC2=CC=CC=C12)C1=CC=CC2=CC=CC=C12